6-(2-Methoxy-ethoxy)-2-pyrrolo[1,2-c]pyrimidin-3-yl-3H-quinazolin-4-one COCCOC=1C=C2C(NC(=NC2=CC1)C1=CC=2N(C=N1)C=CC2)=O